FC1=C(C=CC=C1F)C1=CC(=CC=C1)[C@@H]1N(OCC1)C1=CC(=NC=N1)NC=1C(=CC(=C(C1)NC(C=C)=O)N1CCN(CC1)C)OC (R)-N-(5-((6-(3-(2',3'-difluoro-[1,1'-biphenyl]-3-yl)isoxazolidin-2-yl)pyrimidin-4-yl)amino)-4-methoxy-2-(4-methylpiperazin-1-yl)phenyl)acrylamide